C(C)S(=O)(=O)C=1C(=NC=C(C1)C1=CC=NN1C)C1=NC=2N(C=C1)N=C(C2)C(F)(F)F 5-(3-(ethylsulfonyl)-5-(1-methyl-1H-pyrazol-5-yl)pyridin-2-yl)-2-(trifluoromethyl)pyrazolo[1,5-a]pyrimidine